COCC=1C=CC(=NC1)C=1C=NC(=CC1NC1=NC(=CC(=C1)COC)S(=O)(=O)C)NC(C)=O N-(5-(methoxymethyl)-4'-((4-(methoxymethyl)-6-(methylsulfonyl)pyridin-2-yl)amino)-[2,3'-bipyridin]-6'-yl)acetamide